C1(=CC=C(C=C1)NC1=CC=C(C=C1)C1=C(C=C(C=C1C1=CC=CC=C1)C1=CC=CC=C1)C1=CC=CC=C1)C1=CC=CC=C1 N-(biphenyl-4-yl)-N-{4-(2,4,6-triphenylphenyl)phenyl}amine